potassium sesquicarbonate C(O)(O)=O.[K+].C([O-])([O-])=O.C(O)(O)=O.[K+]